FC1=CC=C(C=C1)N1N=C(C2=CC=CC=C2C1=O)C=1C=C(C=CC1)NS(=O)(=O)NC(OC)=O Methyl (N-(3-(3-(4-fluorophenyl)-4-oxo-3,4-dihydrophthalazin-1-yl)phenyl)sulfamoyl)carbamate